ClC1=CC=C(C=C1)S(=O)(=O)C1(CC(C1)NS(=O)(=O)C(F)(F)F)C1=C(C=CC(=C1)F)F N-[cis-3-[(4-chlorophenyl)sulfonyl]-3-(2,5-difluorophenyl)cyclobutyl]-1,1,1-trifluoromethanesulfonamide